N1(CCOCC1)C1=CN=CC(=N1)N1CCC2(CCN(C2)C=2C=NC(=CC2)C(F)(F)F)CC1 8-[6-(morpholin-4-yl)pyrazin-2-yl]-2-[6-(trifluoromethyl)pyridin-3-yl]-2,8-diazaspiro[4.5]decane